NCCCCC(C(NC1=CC=CC=C1)=O)NC(CCCCC)=O hexanoic acid (5-amino-1-phenylcarbamoyl-pentyl)-amide